(5Z)-5-[[4-[(E)-3-(2,4-Dihydroxyphenyl)-3-oxoprop-1-enyl]phenyl]methylidene]-1,3-thiazolidine-2,4-dione OC1=C(C=CC(=C1)O)C(/C=C/C1=CC=C(C=C1)\C=C/1\C(NC(S1)=O)=O)=O